Tert-butyl (S)-(1-hydroxypropan-2-yl-1,1-d2)carbamate OC([C@H](C)NC(OC(C)(C)C)=O)([2H])[2H]